N[C@H]1C=C[C@H](C1)CO (1S,4R)-4-amino-2-cyclopentene-1-methanol